3-chloro-5-(2,2-difluoroethoxy)-4-(1-(1-(difluoromethyl)-5-methyl-1H-pyrazol-4-yl)-5-(3,5-dimethylisoxazol-4-yl)-1H-pyrrolo[2,3-b]pyridin-3-yl)benzoic acid ClC=1C=C(C(=O)O)C=C(C1C1=CN(C2=NC=C(C=C21)C=2C(=NOC2C)C)C=2C=NN(C2C)C(F)F)OCC(F)F